1-((3-(2-bromo-8-cyanoindolizin-5-yl)pyridin-4-yl)thio)cyclobutane BrC=1C=C2C(=CC=C(N2C1)C=1C=NC=CC1SC1CCC1)C#N